cycloeicosyl-boric acid C1(CCCCCCCCCCCCCCCCCCC1)OB(O)O